FC1=C(C(=CC2=CC=C(C=C12)OCCNCCOC)O)N1CC(NS1(=O)=O)=O 5-(1-fluoro-3-hydroxy-7-{2-[(2-methoxyethyl)amino]ethoxy}naphthalen-2-yl)-1λ6,2,5-thiadiazolidine-1,1,3-trione